ClC1=C(C=CC=C1Cl)CS(=O)(=O)NC1=CC=C(C=C1)N1C2=C(NC(CC1=O)=O)C=1CCCCC1C=C2 1-(2,3-dichlorophenyl)-N-[4-(2,4-dioxo-1,2,3,4,8,9,10,11-octahydronaphtho[1,2-b][1,4]diazepine-5-Yl)phenyl]methanesulfonamide